2-(1-(((7-azaspiro[3.5]non-2-yl)methyl)piperidin-4-yl)-6-(2-hydroxyprop-2-yl)-2H-indazol-5-yl)-6-(trifluoromethyl)pyridinecarboxamide C1C(CC12CCNCC2)CN2CCC(CC2)N2NCC1=CC(=C(C=C21)C(C)(C)O)C2(NC(=CC=C2)C(F)(F)F)C(=O)N